(3-propylamino)bis[3-(dimethylamino)propyl]ammonia CCCNN(CCCN(C)C)CCCN(C)C